ClC1=C(C=C(C=C1)S(=O)(=O)NC=1C(=NC=C(C1)C)OC1=C(C=C(C=C1)NC(\C=C\CN(C)C)=O)OC)C(F)(F)F (E)-N-(4-((3-((4-chloro-3-(trifluoromethyl)phenyl)sulfonamido)-5-methylpyridin-2-yl)oxy)-3-methoxyphenyl)-4-(dimethylamino)but-2-enamide